O=C1CC(C1)COC1=CC=C(C=C1)NC(OC(C)(C)C)=O tert-butyl (4-((3-oxocyclobutyl)methoxy)phenyl)carbamate